ethyl P-(4-(5-(chlorodifluoromethyl)-1,2,4-oxadiazol-3-yl)phenyl)-N-(2-chlorophenyl)phosphonamidate ClC(C1=NC(=NO1)C1=CC=C(C=C1)P(OCC)(=O)NC1=C(C=CC=C1)Cl)(F)F